3,6-Octadien CCC=CCC=CC